S1C=CC2=C1C=CC=C2 3-benzothiophene